tert-butyl 2-(5-amino-1-(tetrahydro-2H-pyran-2-yl)-1H-indazol-3-yl)-1-((2-(trimethylsilyl) ethoxy) methyl)-4,6-dihydropyrrolo[3,4-d]imidazole-5(1H)-carboxylate NC=1C=C2C(=NN(C2=CC1)C1OCCCC1)C1=NC2=C(N1COCC[Si](C)(C)C)CN(C2)C(=O)OC(C)(C)C